N-(3-(1H-pyrazol-1-yl)benzyl)-N-(3-methoxybenzyl)-4-((2-morpholinoethoxy)methyl)aniline N1(N=CC=C1)C=1C=C(CN(C2=CC=C(C=C2)COCCN2CCOCC2)CC2=CC(=CC=C2)OC)C=CC1